6-(3-Fluoro-4-methoxy-phenyl)-2-oxo-3H-imidazo[4,5-b]pyridin FC=1C=C(C=CC1OC)C=1C=C2C(=NC1)NC(N2)=O